(R)-2-(5-fluoro-6-(3-fluoropyrrolidin-1-yl)pyridin-3-yl)-5-(pyridin-3-yl)-4,5-dihydro-6H-imidazo[1,5-b]pyrazol-6-one FC=1C=C(C=NC1N1C[C@@H](CC1)F)C=1C=C2N(N1)C(N(C2)C=2C=NC=CC2)=O